ClC1=C2C(=NC=C1)C(CCO2)=O 8-chloro-2H,3H-pyrano[3,2-b]pyridin-4-one